4-[(Tert-Butoxycarbonyl)methyl]-N-ethyl-1-cyclohexanamide C(C)(C)(C)OC(=O)CC1CCC(CC1)C(=O)NCC